benzyl (3,5-difluoro-4-(2-oxa-7-azaspiro[3.5]nonan-7-yl)phenyl)carbamate FC=1C=C(C=C(C1N1CCC2(COC2)CC1)F)NC(OCC1=CC=CC=C1)=O